C(#N)C1=NC(=CC(=C1NC(=O)C1=NC=CC(=C1)C(F)(F)F)C)CCN1CCOCC1 N-(2-cyano-4-methyl-6-(2-morpholinoethyl)pyridin-3-yl)-4-(trifluoromethyl)pyridineamide